C(C)O[Si](OCC)(OCC)CCC1C(CCC(CC1)OC(CCl)=O)C1CCCCCC1 2-(triethoxysilylethyl)-5-(chloroacetyloxy)bicycloheptane